ethyl 7-(((trifluoromethyl)sulfonyl)oxy)-2,5-dioxaspiro[3.4]oct-6-ene-6-carboxylate FC(S(=O)(=O)OC1=C(OC2(COC2)C1)C(=O)OCC)(F)F